tert-butyl-2-(4-aminopiperidin-1-yl)-9-isopropyl-N-(2-(pyrrolidin-3-yloxy)benzyl)-9H-purin-6-amine C(C)(C)(C)C=1N(C2=NC(=NC(=C2N1)NCC1=C(C=CC=C1)OC1CNCC1)N1CCC(CC1)N)C(C)C